CC1=CC=C(O1)CNC(C1=CC(=CC=C1)NC1=NC=C(C=N1)C1=C(C=CC=C1)C(F)(F)F)=O N-[(5-methylfuran-2-yl)methyl]-3-({5-[2-(trifluoromethyl)phenyl]pyrimidin-2-yl}amino)benzamide